3-(hydroxymethyl)-5-(1H-imidazol-1-yl)-N-((1r,4r)-4-(2-methoxyethoxy)cyclohexyl)-1H-indole OCC1=CN(C2=CC=C(C=C12)N1C=NC=C1)C1CCC(CC1)OCCOC